6-(cyclopropanecarboxamido)-4-((2-methoxy-3-(1-methyl-1H-1,2,4-triazol-3-yl)benzeneYl)amino)nicotinic acid methyl ester COC(C1=CN=C(C=C1NC1=C(C(=CC=C1)C1=NN(C=N1)C)OC)NC(=O)C1CC1)=O